FC=1C=CC(=NC1)C(CC(=O)NC1(CC1)C1=CC(=CC=C1)OCC(F)(F)F)(C)O 3-(5-fluoropyridin-2-yl)-3-hydroxy-N-(1-(3-(2,2,2-trifluoroethoxy)phenyl)-cyclopropyl)-butanamide